2,2-Diethyldecanoat C(C)C(C(=O)[O-])(CCCCCCCC)CC